CN(CCCN)C1=CC=CC=C1 N-(3-aminopropyl)-N-methylaniline